FC1(C(C1)OC=1C=C(C=CC1)OC(N)=O)F carbamic acid (3-(2,2-difluorocyclopropyloxy) phenyl) ester